C(C)OC1OC=CCC1 2-ethoxy-3,4-dihydropyran